COC(=O)C1=CC2=C(N(C(=N2)NC=2SC3=C(N2)C=C(C=C3)OC(F)(F)F)C)C=C1 1-Methyl-2-(5-trifluoromethoxy-benzothiazol-2-ylamino)-1H-benzoimidazole-5-carboxylic acid methyl ester